ClC1=CC=C(C=C1)S(=O)(=O)N1N=CC(=C1)CN1CCC2(CC1)COC1=C3CN(C(C3=CC=C12)=O)[C@@H]1C(NC(CC1)=O)=O (S)-3-(1'-((1-((4-chlorophenyl)sulfonyl)-1H-pyrazol-4-yl)methyl)-6-oxo-6,8-dihydro-2H,7H-spiro[furo[2,3-e]isoindole-3,4'-piperidin]-7-yl)piperidine-2,6-dione